4-(methoxy-methyl)piperidin-4-ol COCC1(CCNCC1)O